C(C)(C)(C)OC(C1=C(C=C(C=C1)C)C1=C(C=CC=C1)C1=C(C(=O)[O-])C=CC(=C1)C)=O tert-butyl-1,2-phenylenedi(4-methylbenzoate)